FC1=C(C=CC(=C1)CO)C1=NN2C(OCCC2)=C1C(=O)O 2-[2-Fluoro-4-(hydroxy-methyl)phenyl]-6,7-dihydro-5H-pyrazolo[5,1-b][1,3]oxazine-3-carboxylic acid